3-(4-chlorophenyl)-1-(4-aminosulfonylphenyl)-2-pyrazoline ClC1=CC=C(C=C1)C1=NN(CC1)C1=CC=C(C=C1)S(=O)(=O)N